FC1(CC(C1)COC=1C=C(C=C(C1)C(F)(F)F)N1C(N(C=C1C)CC=1C=NN(C1)CC)=O)F 3-(3-[(3,3-difluorocyclobutyl)methoxy]-5-(trifluoromethyl)phenyl)-1-[(1-ethyl-1H-pyrazol-4-yl)methyl]-4-methyl-1,3-dihydro-2H-imidazol-2-one